1-(3-(4,4,5,5-tetramethyl-1,3,2-dioxaborolan-2-yl)benzyl)-3-((2-(trimethylsilyl)ethoxy)methyl)dihydropyrimidine-2,4(1H,3H)-dione CC1(OB(OC1(C)C)C=1C=C(CN2C(N(C(CC2)=O)COCC[Si](C)(C)C)=O)C=CC1)C